methyl 2-(1-bromo-ethyl)-6-(4-tert-butyl-phenyl)-nicotinate BrC(C)C1=C(C(=O)OC)C=CC(=N1)C1=CC=C(C=C1)C(C)(C)C